BrC1=CC=2C(N3C(=NC2C=C1)C(CC3)CC(C(=O)OCC)C(=O)OCC)=O Diethyl 2-((7-bromo-9-oxo-1,2,3,9-tetrahydropyrrolo[2,1-b]quinazolin-3-yl)methyl)malonate